C[C@@]12CCC[C@H]1[C@@H]1CCC3=CCCC[C@]3(C)[C@H]1CC2 4-androstene